7-isopentyl-5,6,7,8-tetrahydro-1,6-naphthyridine-2-sulfonic acid C(CC(C)C)C1NCC=2C=CC(=NC2C1)S(=O)(=O)O